C(N)(OC1=CC=NN1)=O 1H-pyrazol-5-yl carbamate